tert-Butyl 7-bromo-4-[tert-butyl(dimethyl)silyl]oxy-8-methyl-3,4-dihydro-2H-1,5-naphthyridine-1-carboxylate BrC1=CN=C2C(CCN(C2=C1C)C(=O)OC(C)(C)C)O[Si](C)(C)C(C)(C)C